sodium pyrrolate N1C(=CC=C1)C(=O)[O-].[Na+]